C(CCC)C1=C(C2=C(N=C(C=C2N)Cl)N1COCC[Si](C)(C)C)C(F)(F)F n-butyl-6-chloro-3-(trifluoromethyl)-1-((2-(trimethylsilyl)ethoxy)methyl)-1H-pyrrolo[2,3-b]pyridin-4-amine